ethyl 4-(cyclopent-3-en-1-yl)-3-oxobutanoate C1(CC=CC1)CC(CC(=O)OCC)=O